1,4-bis(2-aminophenoxy)butane NC1=C(OCCCCOC2=C(C=CC=C2)N)C=CC=C1